ClC=1C=C(C=C(C1)CN1CCCC1)C=1N=NNC1 4-(3-chloro-5-(pyrrolidin-1-ylmethyl)phenyl)-1H-1,2,3-triazol